ClC1=CC=C2C(=CC(=NC2=C1Cl)N1[C@@H](CCC1)CCC(C(=O)O)O)N1C=NC=C1 4-((S)-1-(7,8-dichloro-4-(1H-imidazol-1-yl)quinolin-2-yl)pyrrolidin-2-yl)-2-hydroxybutyric acid